S1(=O)(=O)OOOOS(O1)(=O)=O.[NH4+] ammonium peroxy disulfate